4-(2-(2-chlorophenyl)-5,7-dihydroxy-4-oxo-4H-chromen-8-yl)-1-methylpiperidin-3-yl butyrate C(CCC)(=O)OC1CN(CCC1C=1C(=CC(=C2C(C=C(OC12)C1=C(C=CC=C1)Cl)=O)O)O)C